1-(2-((5-(imidazo[1,2-a]pyrimidin-6-yl)-7H-pyrrolo[2,3-d]pyrimidin-2-yl)amino)-7-azaspiro[3.5]nonan-7-yl)ethan-1-one N=1C=CN2C1N=CC(=C2)C2=CNC=1N=C(N=CC12)NC1CC2(C1)CCN(CC2)C(C)=O